2-(4-Cyano-2-fluorophenyl)-3-oxobutanoic acid methyl ester COC(C(C(C)=O)C1=C(C=C(C=C1)C#N)F)=O